C12COCC(CN(C1)CC1=C3C(=NC(=C1)C=1C=C4CN(C(C4=CC1)=O)C1C(NC(CC1)=O)=O)NC=C3)C2 3-(5-(4-((3-oxa-7-azabicyclo[3.3.1]non-7-yl)methyl)-1H-pyrrolo[2,3-b]pyridin-6-yl)-1-oxoisoindolin-2-yl)piperidine-2,6-dione